ClC=1C=C(C=CC1)N[C@H](CC(C)C)C(=O)N1[C@@H]2CC([C@H]([C@@H]1C(=O)N[C@H](C[C@H]1C(NCC1)=O)C#N)CC2)(F)F (1S,3R,4S)-2-((3-chlorophenyl)-D-leucyl)-N-((R)-1-cyano-2-((S)-2-oxopyrrolidin-3-yl)ethyl)-5,5-difluoro-2-azabicyclo[2.2.2]octane-3-carboxamide